C(C)(C)(C)OC(=O)N1[C@H](CCC1)COC1=C(C=CC=C1)Cl (2R)-2-(2-chlorophenoxymethyl)pyrrolidine-1-carboxylic acid tert-butyl ester